Benzyl (3-((methylthio)methoxy)adamantan-1-yl)carbamate CSCOC12CC3(CC(CC(C1)C3)C2)NC(OCC2=CC=CC=C2)=O